CN(S(=O)(=O)C=1SC(=CC1)S(=O)(=O)NC1=C(C=CC=C1)N1CCC(CC1)C)C N2,N2-Dimethyl-N5-[2-(4-methyl-1-piperidinyl)phenyl]thiophene-2,5-disulfonamide